FC(C=1C=CC(=NC1)O[C@@H]1C[C@@H]2CN[C@H]1C2)(F)F (1S,4R,6R)-6-((5-(trifluoromethyl)pyridin-2-yl)oxy)-2-azabicyclo[2.2.1]heptan